tert-butyl (3R)-3-[[2-(4-isopropyl-1-methyl-7-oxo-pyrazolo[3,4-d]pyridazin-6-yl) acetyl]amino]piperidine-1-carboxylate C(C)(C)C=1C2=C(C(N(N1)CC(=O)N[C@H]1CN(CCC1)C(=O)OC(C)(C)C)=O)N(N=C2)C